FC(C(=O)O)(F)F.OCCC(N1N=CC(=C1)C=1C2=C(N=CN1)NC=C2)C=2C=C(C=CC2)S(=O)(=O)N(C)C 3-{3-hydroxy-1-[4-(7H-pyrrolo-[2,3-d]pyrimidin-4-yl)-1H-pyrazol-1-yl]propyl}-N,N-dimethylbenzenesulfonamide trifluoroacetate